5-(3-(3,5-dichloro-4-fluorophenyl)-4,4,4-trifluoro-1-oxo-2-buten-1-yl)-N-(1,1-dimethylethyl)-8-isoquinolinecarboxamide ClC=1C=C(C=C(C1F)Cl)C(=CC(=O)C1=C2C=CN=CC2=C(C=C1)C(=O)NC(C)(C)C)C(F)(F)F